O=C1C=C(NC(N1)=O)C(=O)N dioxo-1,2,3,6-tetrahydropyrimidine-4-carboxamide